NC1=C(C(=CC=C1)F)C=1C(=CC2=C(N(C(N=C2N2[C@H](CN(C[C@@H]2C)C(C=C)=O)C)=O)C=2C(=NC=CC2C)C(C)C)N1)F (M)-7-(2-amino-6-fluorophenyl)-4-((2S,6S)-2,6-dimethyl-4-(2-propenoyl)-1-piperazinyl)-6-fluoro-1-(4-methyl-2-(2-propanyl)-3-pyridinyl)pyrido[2,3-d]pyrimidin-2(1H)-one